(2,2-dimethylpropyl)[(2-{[4-(1H-indazol-5-yl)-1H-1,2,3-triazol-1-yl]methyl}imidazo[1,2-a]pyridin-6-yl)methyl]amine CC(CNCC=1C=CC=2N(C1)C=C(N2)CN2N=NC(=C2)C=2C=C1C=NNC1=CC2)(C)C